BrC1=CNC(C2=CC(=NC=C12)Cl)=O 4-bromo-7-chloro-1,2-dihydro-2,6-naphthyridin-1-one